tert-Butyl N-[[1-[2,2-dimethyl-5-(pyrazolo[1,5-a]pyrimidine-3-carbonylamino)-3H-benzofuran-6-yl]-4-fluoro-4-piperidyl]methyl]carbamate CC1(OC2=C(C1)C=C(C(=C2)N2CCC(CC2)(F)CNC(OC(C)(C)C)=O)NC(=O)C=2C=NN1C2N=CC=C1)C